3-[3,5-dimethyl-2-oxo-4-(4-piperidinyl)benzimidazol-1-yl]-1-methyl-piperidine-2,6-dione CN1C(N(C2=C1C(=C(C=C2)C)C2CCNCC2)C2C(N(C(CC2)=O)C)=O)=O